2,6-dimethyl-1H-pyrrolo[3,2-c]Pyridine-3-carboxylic acid ethyl ester C(C)OC(=O)C1=C(NC2=C1C=NC(=C2)C)C